methyl 2-(4-cyclopropyl-6-methoxy-pyrimidin-5-yl)-4-[[4-[1-isopropyl-4-(trifluoromethyl)imidazol-2-yl]-3-methoxy-phenyl]amino]pyrimidine-5-carboxylate C1(CC1)C1=NC=NC(=C1C1=NC=C(C(=N1)NC1=CC(=C(C=C1)C=1N(C=C(N1)C(F)(F)F)C(C)C)OC)C(=O)OC)OC